C(N)(=O)C1(COC1)C1=CC=C(C=C1)N1C[C@@H](CCC1)N(C(OC(C)(C)C)=O)CC1CCC1 tert-butyl (R)-(1-(4-(3-carbamoyloxetan-3-yl)phenyl)piperidin-3-yl)(cyclobutylmethyl)carbamate